3-fluoro-4-(4-fluoro-8-(piperidin-4-yl)-2H-chromen-2-yl)benzonitrile FC=1C=C(C#N)C=CC1C1OC2=C(C=CC=C2C(=C1)F)C1CCNCC1